N'-{8-Chloro-1-[trans-4-(pyridin-2-yloxy)cyclohexyl]-5,6-dihydro-4H-[1,2,4]triazolo[4,3-a][1]benzazepin-5-yl}-N,N-dimethylsulfamid ClC=1C=CC2=C(CC(CC=3N2C(=NN3)[C@@H]3CC[C@H](CC3)OC3=NC=CC=C3)NS(=O)(=O)N(C)C)C1